ClC1=CC(=C(OCC2=NC=CC(=C2)OC2CCN(CC2)CC2=NC3=C(N2CC2=CN=CN2CC)C=C(C=C3)C(=O)O)C=C1)F 2-((4-((2-((4-Chloro-2-fluorophenoxy)methyl)pyridin-4-yl)oxy)piperidin-1-yl)methyl)-1-((1-ethyl-1H-imidazol-5-yl)methyl)-1H-benzo[d]imidazole-6-carboxylic acid